(S)-[1,4]oxazepan-6-ol O1CCNC[C@@H](C1)O